NC=1C(=C(C(=C(C(=O)NC=2C(=CC(=C(C2)N2N=NC(=C2)C(=O)OC)F)N2CCN(CC2)C)C1)Cl)C)F methyl 1-(5-(5-amino-2-chloro-4-fluoro-3-methylbenzamido)-2-fluoro-4-(4-methylpiperazin-1-yl)phenyl)-1H-1,2,3-triazole-4-carboxylate